N-((3-pyridin-3-yl)-1-((2-(trimethylsilyl)ethoxy)methyl)-1H-indazol-5-yl)benzamide N1=CC(=CC=C1)C1=NN(C2=CC=C(C=C12)NC(C1=CC=CC=C1)=O)COCC[Si](C)(C)C